FC(CCCCC)S fluoro-1-hexanethiol